FC(C=1C=C2C=C(NC2=CC1)C=O)(F)F 5-(trifluoromethyl)-1H-indole-2-carbaldehyde